C1OCC12CC(C2)OC=2C=CC(=NC2CN(C)C)NC=2C=CC(=C1CN(C(C21)=O)C(=O)OC(C)(C)C)C2=CN=C1N2C=CC(=C1)F tert-butyl 7-((5-((2-oxaspiro[3.3]heptan-6-yl) oxy)-6-((dimethylamino) methyl) pyridin-2-yl) amino)-4-(7-fluoroimidazo[1,2-a]pyridin-3-yl)-1-oxoisoindoline-2-carboxylate